N-(4,5-dihydrothiazol-2-yl)-1-(3-(4-methoxyphenyl)-1,2,4-oxadiazol-5-yl)piperidine-4-carboxamide S1C(=NCC1)NC(=O)C1CCN(CC1)C1=NC(=NO1)C1=CC=C(C=C1)OC